C1(CCC1)C(C(COC1=NC(=NC(=C1)C1=C(C=CC=C1C)C)NS(=O)(=O)C=1C=C(C(=O)O)C=CC1)NCC1=CN=C2C(=N1)N(C(=C2)C2(CC2)C)C)C2CCC2 3-[[4-[3,3-di(cyclobutyl)-2-[[5-methyl-6-(1-methylcyclopropyl)pyrrolo[2,3-b]pyrazin-3-yl]methylamino]propoxy]-6-(2,6-dimethylphenyl)pyrimidin-2-yl]sulfamoyl]benzoic acid